(2-nitro-4-trifluoromethyl-benzoyl)-1,3-cyclohexanedione [N+](=O)([O-])C1=C(C(=O)C2C(CCCC2=O)=O)C=CC(=C1)C(F)(F)F